C(C)(C)(C)OC(=O)N1C(C(CCC1)COC=1C=C2C(NCC2=CC1)=O)C 2-methyl-3-{[(3-oxo-2,3-dihydro-1H-isoindol-5-yl)oxy]Methyl}piperidine-1-carboxylic acid tert-butyl ester